N-{7-(p-tolyloxy)chroman-4-yl}acrylamide C1(=CC=C(C=C1)OC1=CC=C2C(CCOC2=C1)NC(C=C)=O)C